N-(2-(difluoromethoxy)-6-methylpyridin-3-yl)-1-(2-(1-hydroxycyclopropyl)ethyl)-3-(2-isopropylphenyl)azetidine-3-carboxamide FC(OC1=NC(=CC=C1NC(=O)C1(CN(C1)CCC1(CC1)O)C1=C(C=CC=C1)C(C)C)C)F